CN(C(O[C@H](C(=O)NC=1C(N(C=CC1)CC1=NC2=C(N1CC1=CC=C(C=C1)F)C=C(C=C2)F)=O)CC\C=C\C(=O)N(C)C)=O)C (S,E)-7-(dimethylamino)-1-((1-((6-fluoro-1-(4-fluorobenzyl)-1H-benzo[d]imidazol-2-yl)methyl)-2-oxo-1,2-dihydropyridin-3-yl)amino)-1,7-dioxohept-5-en-2-yl dimethylcarbamate